Isopropyl 7-(2-aminobenzo[d]thiazol-6-yl)-2,3-dihydro-1H-pyrido[2,3-b][1,4]oxazine-1-carboxylate NC=1SC2=C(N1)C=CC(=C2)C2=CC1=C(OCCN1C(=O)OC(C)C)N=C2